NC=1N=C(C=C2C=C(N=CC12)NC(=O)[C@H]1[C@@H](C1)C=1C=NN(C1)C)C=1C=NC=CC1CCO trans-N-[8-amino-6-[4-(2-hydroxyethyl)pyridin-3-yl]-2,7-naphthyridin-3-yl]-2-(1-methyl-1H-pyrazol-4-yl)cyclopropane-1-carboxamide